NC1=C(C=C(C=N1)C=1C=C2N(N1)CCC21CN(C1)C(=O)NCC1=CC=NC=C1)C(F)(F)F 2'-[6-amino-5-(trifluoromethyl)pyridin-3-yl]-N-[(pyridin-4-yl)methyl]-5',6'-dihydrospiro[azetidine-3,4'-pyrrolo[1,2-b]pyrazole]-1-carboxamide